C(C)(C)(C)OC(N(C1=NC(=NC(=C1)N1CCOCC1)C=1SC(=CN1)C)C1CCC(CC1)(F)F)=O tert-butyl(4,4-difluorocyclohexyl)(2-(5-methylthiazol-2-yl)-6-morpholinopyrimidin-4-yl)carbamate